CNC=1C=C(C=C(C1)NC)NC=O N-(3,5-bis-methylaminophenyl)-formamide